S1C(=CC=C1C(=O)OC)C(=O)OC dimethyl 2,5-thiophenedicarboxylate